1-(1,2,3,4,5,6,7,8-Octahydro-2,3,8,8-tetramethyl-2-naphthalenyl)ethanone CC1(CC=2C(CCCC2CC1C)(C)C)C(C)=O